N-(4-(6-(4-isopropyl-5-(8-methoxy-[1,2,4]triazolo[1,5-a]pyridin-6-yl)-1H-pyrazol-3-yl)pyridin-3-yl)cyclohexyl)-3-methyloxetan-3-amine C(C)(C)C=1C(=NNC1C=1C=C(C=2N(C1)N=CN2)OC)C2=CC=C(C=N2)C2CCC(CC2)NC2(COC2)C